C1(=CC=C(C=C1)NC1=CC=C(C=C1)C1=CC=CC=C1)C1=CC=CC=C1 N-[1,1'-biphenyl]-4-yl[1,1'-biphenyl]-4-amine